3-Methyl-1-(3-(4-(2-((1-(methylsulfonyl)piperidin-4-yl)amino)-5-(trifluoromethyl)pyrimidin-4-yl)-1H-imidazol-1-yl)-2-(trifluoromethyl)benzyl)azetidin-3-ol CC1(CN(C1)CC1=C(C(=CC=C1)N1C=NC(=C1)C1=NC(=NC=C1C(F)(F)F)NC1CCN(CC1)S(=O)(=O)C)C(F)(F)F)O